[Na].CC(C)C 2-methylpropane sodium